2,4,5-trichlorobenzenesulfonic acid potassium [K].ClC1=C(C=C(C(=C1)Cl)Cl)S(=O)(=O)O